1-(2-hydroxyl-3-methyl-5-(1-((1-methylcyclobutyl)amino)ethyl)phenyl)ethan-1-one OC1=C(C=C(C=C1C)C(C)NC1(CCC1)C)C(C)=O